BrC1=CC(=C2CCC(C2=C1)(O)C)F 6-bromo-4-fluoro-1-methyl-2,3-dihydro-1H-inden-1-ol